[O-]S(=O)(=O)C(F)(F)F.C(CCCCC)[NH+]1C=C(C=C1)CC 1-hexyl-3-ethylpyrrolium triflate